N1C(C=CC2=CC=CN=C12)=O 1,8-naphthyridone